Racemic-1-(2-chloro-6-fluorobenzyl)-3,4-dimethyl-2-oxo-N-(2,4,6-trifluorobenzyl)-1,2,3,4-tetrahydroquinazoline-7-carboxamide ClC1=C(CN2C(N([C@@H](C3=CC=C(C=C23)C(=O)NCC2=C(C=C(C=C2F)F)F)C)C)=O)C(=CC=C1)F |r|